(R)-benzyl-cysteine hydrochloride Cl.C(C1=CC=CC=C1)N[C@@H](CS)C(=O)O